Phenylsilicon C1(=CC=CC=C1)[Si]